C(#N)C1=CC=C(CCN[C@H](C(=O)NC2=NC=C(C=C2)C2CCC2)C2=CC=CC=C2)C=C1 |r| (S)- and (R)-2-((4-cyanophenethyl)amino)-N-(5-cyclobutyl-pyridin-2-yl)-2-phenylacetamide